[Si](C1=CC=CC=C1)(C1=CC=CC=C1)(C(C)(C)C)OCC1CN(CCN1)C=1N=CC2=C(N1)CCN(C2)C(=O)[O-] 2-(3-(((tert-butyldiphenylsilyl)oxy)-methyl)piperazin-1-yl)-7,8-dihydropyrido[4,3-d]pyrimidine-6(5H)-carboxylate